N-{(1S)-1-[3-(6-methylpyridin-3-yl)phenyl]ethyl}pyrimidin-4-amine CC1=CC=C(C=N1)C=1C=C(C=CC1)[C@H](C)NC1=NC=NC=C1